methyl 2-(5-(4-(4-cyanophenyl) piperidine-1-carbonyl)-2-methylphenyl)-6,7-dihydro-3H-imidazo[4,5-c]pyridine-5(4H)-carboxylate C(#N)C1=CC=C(C=C1)C1CCN(CC1)C(=O)C=1C=CC(=C(C1)C1=NC2=C(CN(CC2)C(=O)OC)N1)C